C(C1=CC=CC=C1)OC1=C(C(=O)N)C=CC(=N1)Cl 2-(benzyloxy)-6-chloronicotinamide